Di-(2-Chlorophenyl)-carbonat ClC1=C(C=CC=C1)OC(OC1=C(C=CC=C1)Cl)=O